3-amino-1-methyl-1H-indole-2-carbaldehyde NC1=C(N(C2=CC=CC=C12)C)C=O